COC1=C(C(=C(C=C1)NS(=O)(=O)C1=C(C=CC=C1)C#CC=1C=CC(=NC1)C(=O)O)C)C 5-(2-{2-[(4-methoxy-2,3-dimethylphenyl)sulfamoyl]phenyl}ethynyl)pyridine-2-carboxylic acid